3,4-propylenedioxypyrrole C1COC2=CNC=C2OC1